ClC=1C(=NC=C(N1)C1CC1)C#N 3-chloro-5-cyclopropyl-pyrazine-2-carbonitrile